4-((1-(2,2-Difluoropropyl)-7-methoxy-1H-pyrazolo[4,3-c]pyridin-6-yl)amino)-6-((5-fluoropyridin-2-yl)amino)-N-(methyl-d3)nicotinamide FC(CN1N=CC=2C=NC(=C(C21)OC)NC2=CC(=NC=C2C(=O)NC([2H])([2H])[2H])NC2=NC=C(C=C2)F)(C)F